S-(trans-prop-1-enyl)-cysteine C(=C\C)/SC[C@H](N)C(=O)O